ClC=1C(=NC(=NC1)C=1C2=C(N(N=C2C=C(C1)N)C)N1CC2(C1)CCN(CC2)C)C=2C=NN(C2)S(=O)(=O)C2CC2 (5-chloro-4-(1-(cyclopropanesulfonyl)-1H-pyrazol-4-yl)pyrimidin-2-yl)-2-methyl-3-(7-methyl-2,7-diazaspiro[3.5]nonan-2-yl)-2H-indazol-6-amine